3-bromo-2-fluoro-5-(((tetrahydro-2H-pyran-2-yl)oxy)methyl)aniline BrC=1C(=C(N)C=C(C1)COC1OCCCC1)F